S=C1NN=C2N1C1=CC=CC=C1C(N2)=O 1-thioxo-2,4-dihydro-[1,2,4]triazolo[4,3-a]quinazolin-5(1H)-one